2-(4-(6-isopropyl-5-(8-methyl-[1,2,4]triazolo[1,5-a]pyridin-6-yl)-4H-thieno[3,2-b]pyrrol-2-yl)piperidin-1-yl)ethan-1-ol C(C)(C)C=1C2=C(NC1C=1C=C(C=3N(C1)N=CN3)C)C=C(S2)C2CCN(CC2)CCO